C(C1=CC=CC=C1)C1=CC(=C(C=O)C=C1)OC p-benzyl-methoxybenzaldehyde